3-(4-bromo-1H-benzo[d]imidazol-2-yl)propionic acid methyl ester COC(CCC1=NC2=C(N1)C=CC=C2Br)=O